2,6-Difluoro-3-(6-fluoro-3-methyl-5-(methyl(tetrahydro-2H-pyran-4-yl)amino)-1H-indazol-1-yl)-5-(trifluoromethyl)phenol FC1=C(C(=C(C=C1N1N=C(C2=CC(=C(C=C12)F)N(C1CCOCC1)C)C)C(F)(F)F)F)O